2-(imidazo[1,2-a]pyridin-5-ylmethyl)-6-(phenylsulfonyl)phthalazin-1(2H)-one N=1C=CN2C1C=CC=C2CN2C(C1=CC=C(C=C1C=N2)S(=O)(=O)C2=CC=CC=C2)=O